C(C)(C)(C)OC(NC1CC2(C1)CC(C2)NC(=O)NCC2=CC=NC=C2)=O (6-(3-(pyridin-4-ylmethyl)ureido)spiro[3.3]hept-2-yl)carbamic acid tert-butyl ester